C(C1=CC=CC=C1)SC1=CC=C(C=C1)C(C)=O 1-(4-benzylsulfanylphenyl)ethanone